4-(((tert-butyldimethylsilyl)oxy)methyl)-2-iodo-1-methyl-1H-pyrrolo[3,2-c]pyridine [Si](C)(C)(C(C)(C)C)OCC1=NC=CC2=C1C=C(N2C)I